2-(3,4-difluorobenzyl)-6-(5-methyl-2-((1-methyl-1H-pyrazol-5-yl)amino)pyrimidin-4-yl)-1H-pyrrolo[1,2-c]imidazol-3(2H)-one FC=1C=C(CN2C(N3C(C2)=CC(=C3)C3=NC(=NC=C3C)NC3=CC=NN3C)=O)C=CC1F